2,2'-(perfluoro-naphthalene-2,6-diyl)dipropanedinitrile FC1=C(C(=C(C2=C(C(=C(C(=C12)F)F)C(C#N)C#N)F)F)F)C(C#N)C#N